N-((7R)-2-Cyano-2-azabicyclo[2.2.1]heptan-7-yl)-5-(4-phenoxypyridin-3-yl)thiazol-2-carboxamid C(#N)N1C2CCC(C1)[C@H]2NC(=O)C=2SC(=CN2)C=2C=NC=CC2OC2=CC=CC=C2